BrC1=NC=CC(=C1O)[N+](=O)[O-] 2-Bromo-4-nitropyridine-3-ol